P(=O)(Br)(Br)Br Phosphorusoxybromide